2-cyclopropyl-5'-fluoro-2'-((4-(7-((2-oxo-2,3-dihydro-1H-benzo[d]imidazol-5-yl)methyl)-2,7-diazaspiro[4.4]non-2-yl)pyrimidin-5-yl)oxy)-[1,1'-biphenyl]-4-carboxamide C1(CC1)C1=C(C=CC(=C1)C(=O)N)C1=C(C=CC(=C1)F)OC=1C(=NC=NC1)N1CC2(CC1)CN(CC2)CC2=CC1=C(NC(N1)=O)C=C2